Octadecan-1-yl acetate C(C)(=O)OCCCCCCCCCCCCCCCCCC